n-butyl hydroxybenzoate CCCCOC(=O)C1=CC=C(C=C1)O